1-(((S)-oxetan-2-yl)methyl)-2-((4-(6-((1,2,3,4-tetrahydronaphthalen-1-yl)oxy)pyridin-2-yl)piperidin-1-yl)methyl)-1H-benzo[d]imidazole-6-carboxylic acid O1[C@@H](CC1)CN1C(=NC2=C1C=C(C=C2)C(=O)O)CN2CCC(CC2)C2=NC(=CC=C2)OC2CCCC1=CC=CC=C21